C1(CCCCC1)C(=O)N1CC(N(CC1)C1=CC=CC=C1)C cyclohexyl-(3-methyl-4-phenylpiperazin-1-yl)methanone